(R)-3-(5-(3-(((1-methylcyclopropyl)methyl)amino)piperidin-1-yl)pyridin-2-yl)-N-(4-oxo-4H-pyrido[1,2-a]pyrimidin-2-yl)oxetane-3-carboxamide CC1(CC1)CN[C@H]1CN(CCC1)C=1C=CC(=NC1)C1(COC1)C(=O)NC=1N=C2N(C(C1)=O)C=CC=C2